OC(C)(C)C(CCC(N)N)(C(C)(C)O)C(C)(C)O tris(hydroxyisopropyl)-butanediamine